7-fluoro-3,4-dihydrobenzo[f][1,4]oxazepine-5(2H)-one FC=1C=CC2=C(C(NCCO2)=O)C1